9-(2-aminoethyl)-6-chloro-N-(3,4-dichlorobenzyl)-9H-carbazol-3-amine NCCN1C2=CC=C(C=C2C=2C=C(C=CC12)NCC1=CC(=C(C=C1)Cl)Cl)Cl